NC1=NC(=NC(=N1)N)NCCN(C)CCN 2,4-diamino-6-(2-(2-aminoethylmethylamino)ethylamino)-1,3,5-triazine